tert-butyl (2-((methylsulfonyl)methyl)pyridin-4-yl)carbamate CS(=O)(=O)CC1=NC=CC(=C1)NC(OC(C)(C)C)=O